FC=1C=C(C=CC1)N1CC2C(C2CC1)CNC1=NC=NC(=C1)N1CCOCC1 N-((3-(3-fluorophenyl)-3-azabicyclo[4.1.0]heptan-7-yl)methyl)-6-morpholinopyrimidin-4-amine